ClC=1C(=NC(=NC1)NC1CCOCC1)C1=CC=C2CN(C(C2=C1)=O)CC(=O)NCC1=NC(=CC=C1)N(C)C 2-(6-{5-Chloro-2-[(oxan-4-yl)amino]pyrimidin-4-yl}-1-oxo-2,3-dihydro-1H-isoindol-2-yl)-N-{[6-(dimethylamino)pyridin-2-yl]methyl}acetamid